FC(C(=O)O)(F)F.ClC1=CC=C(C=C1)C(=C(CN1CCNCC1)C)CC(C)C 1-(3-(4-Chlorophenyl)-2,5-dimethylhex-2-en-1-yl)piperazine trifluoroacetate salt